2-hydroxy-N-tris(hydroxymethyl)methyl-3-aminopropionic acid OC(C(=O)O)CNC(CO)(CO)CO